(2,6-dimethyl-4-nitrophenyl)(4-methoxy-3-(trifluoromethyl)phenyl)methanol tert-butyl-(R)-4-(1-(piperidin-4-yl)ethyl)piperazine-1-carboxylate C(C)(C)(C)[C@H]1N(CCN(C1)C(C)C1CCNCC1)C(=O)OC(C1=CC(=C(C=C1)OC)C(F)(F)F)C1=C(C=C(C=C1C)[N+](=O)[O-])C